FC=1C(=NC=C(C(=O)NC)C1)OC1=CC=C(C=C1)CCCCC 5-fluoro-N-methyl-6-(4-pentylphenoxy)nicotinamide